CN1C(N(C2=C1C(=CC=C2)CN2CCC(CC2)NC)C2C(NC(CC2)=O)=O)=O 3-[3-Methyl-4-[[4-(methylamino)-1-piperidyl]methyl]-2-oxo-benzimidazol-1-yl]piperidine-2,6-dione